ClC1=C(C=CC=C1)N1C(=NC2=C(C1=O)C=NN2C)SCC2=CC(=CC=C2)F 5-(2-chlorophenyl)-6-((3-fluorobenzyl)thio)-1-methyl-1H-pyrazolo[3,4-d]pyrimidin-4(5H)-one